bromo-2-(methoxymethoxy)-[1,1'-biphenyl] BrC=1C(=C(C=CC1)C1=CC=CC=C1)OCOC